1,3-dibutyl-2-(2,6-dimethylphenyl)-4,5-dimethyl-1H-imidazol-3-ium C(CCC)N1C(=[N+](C(=C1C)C)CCCC)C1=C(C=CC=C1C)C